2-Propanyl ({(3R,5aR,6R,7R,8aS)-6-[(1E,3R)-4-(3-chloro-4-fluorophenoxy)-3-hydroxy-1-buten-1-yl]-7-hydroxyoctahydro-2H-cyclopenta[b]oxepin-3-yl}methoxy)acetate ClC=1C=C(OC[C@@H](/C=C/[C@H]2[C@@H](C[C@@H]3OC[C@H](CC[C@@H]32)COCC(=O)OC(C)C)O)O)C=CC1F